CC1=CC=C(C=C1)S(=O)(=O)O.C12CNCC(O1)C2 6-oxa-3-azabicyclo[3.1.1]heptane p-toluenesulfonate